(S)-2-methoxypropane-1-amine CO[C@H](CN)C